2,4-Dichloro-6-(2,4-dimethoxybenzyl)-5-hydroxy-5-(o-tolyl)-5,6-dihydro-7H-pyrrolo[3,4-b]pyridin-7-one ClC1=CC(=C2C(=N1)C(N(C2(C2=C(C=CC=C2)C)O)CC2=C(C=C(C=C2)OC)OC)=O)Cl